(S)-5-((4-Chloro-5-((2'-chloro-3'-(3-((2,3-dihydroxypropyl)amino)propoxy)-2-methyl-[1,1'-biphenyl]-3-yl)methoxy)-2-formylphenoxy)methyl)nicotinonitrile ClC1=CC(=C(OCC=2C=NC=C(C#N)C2)C=C1OCC=1C(=C(C=CC1)C1=C(C(=CC=C1)OCCCNC[C@@H](CO)O)Cl)C)C=O